(3-methoxypropyl)cyclohexanecarboxylic acid methyl ester COC(=O)C1(CCCCC1)CCCOC